BrC=1N(C(=CC1)Br)CCCCCCCC 2,5-dibromo-1-octyl-pyrrole